prop-2-en-1-yl 4-(5-[(5-chlorothiophen-2-yl)methyl]amino-4-fluoro-1H-pyrazol-3-yl)piperidine-1-carboxylate ClC1=CC=C(S1)CNC1=C(C(=NN1)C1CCN(CC1)C(=O)OCC=C)F